CC1(CC2(OCCO2)CC(P1=O)(C)C)C 7,7,9,9-tetramethyl-1,4-dioxa-8-phosphaspiro[4.5]decane 8-oxide